C1=CC=CC2=CC3=CC=CC=C3C(=C12)C=1C=CC(=NC1)C1=NC=CC=C1 5-(9-anthryl)-2,2'-bipyridine